C(=O)(OC(C)(C)C)N[C@@H](CC1=C(NC2=C(C=C(C=C12)C(C)(C)C)C(C)(C)C)C(C)(C)C)C(=O)O Boc-2,5,7-tri-tert-butyltryptophan